FC(N1N=C(C(=C1)F)S(=O)(N)=NC(NC1=C2C(=NC3=C1CCC3)C(CC2)(C)C)=O)F 1-(Difluoromethyl)-N'-((3,3-dimethyl-1,2,3,5,6,7-hexahydrodicyclopenta[b,e]pyridin-8-yl)carbamoyl)-4-fluoro-1H-pyrazole-3-sulfonimidamide